2-(1-methyl-4-piperidyl)-7-[(3S)-3-methyl-2,3,4,5-tetrahydropyridin-6-yl]imidazo[1,2-a]pyridine CN1CCC(CC1)C=1N=C2N(C=CC(=C2)C=2CC[C@@H](CN2)C)C1